C(C)C(CN1C2=CC=CC=C2C=2C=C(C=CC12)C=C)CCCC 9-(2-ethylhexyl)-3-vinyl-9H-carbazole